FC=1C(=C(C(=CC1)C(C)C)NC(=O)NS(=O)(=O)C=1SC=C(C1)C(C)(C)O)C(C)C N-(3-fluoro-2,6-diisopropylphenyl-carbamoyl)-4-(2-hydroxypropan-2-yl)thiophene-2-sulfonamide